C(C)(C)(C)OC(=O)C=1C=CN=NC1 Pyridazine-5-carboxylic acid tert-butyl ester